Di(3,5,5-trimethylhexanoyl) Peroxide CC(CC(=O)OOC(CC(CC(C)(C)C)C)=O)CC(C)(C)C